P(=O)(O)(O)OC[C@@H]1[C@H]([C@H]([C@@H](O1)N1C=NC=2C(N)=NC=NC12)OC1[C@H](O)[C@H](O)[C@H](O1)CO)O 2'-O-ribosyl-adenosine (phosphate)